ethyl 6-(difluoromethyl)-3-oxo-2,3,4,5-tetrahydropyridazine-4-carboxylate FC(C=1CC(C(NN1)=O)C(=O)OCC)F